2-(3,5-dichloro-4-((3-isopropyl-1H-pyrrolo[2,3-c]pyridin-5-yl)oxy)phenyl)-3,5-dioxo-2,3,4,5-tetrahydro-1,2,4-triazine-6-carbonitrile ClC=1C=C(C=C(C1OC=1C=C2C(=CN1)NC=C2C(C)C)Cl)N2N=C(C(NC2=O)=O)C#N